CC12C3CC(CC31)C2C 1,7-dimethyl-tricyclo[2.2.1.02,6]heptane